4-[6-[4-(4-isopropyl-piperazin-1-yl)phenyl]imidazo[1,2-a]pyrazin-3-yl]phenol C(C)(C)N1CCN(CC1)C1=CC=C(C=C1)C=1N=CC=2N(C1)C(=CN2)C2=CC=C(C=C2)O